FC=1C=CC(=NC1O)C#N 5-fluoro-6-hydroxycyanopyridine